CN1C[C@@H](OCC1)COC=1C=C(C(=O)N[C@H](C)C=2C=NC(=NC2)C(F)(F)F)C=C(C1)C=1SC(=CN1)C 3-{[(2R)-4-methylmorpholin-2-yl]methoxy}-5-(5-methyl-1,3-thiazol-2-yl)-N-{(1R)-1-[2-(trifluoromethyl)pyrimidin-5-yl]ethyl}-benzamide